(S)-N-(3-(6-(acrylamidomethyl)pyridin-2-yl)prop-2-yn-1-yl)-N-(4-fluorophenyl)-3-(6-methyl-4-(trifluoromethyl)pyridin-2-yl)-2-oxoimidazolidine-4-carboxamide C(C=C)(=O)NCC1=CC=CC(=N1)C#CCN(C(=O)[C@H]1N(C(NC1)=O)C1=NC(=CC(=C1)C(F)(F)F)C)C1=CC=C(C=C1)F